C(C)N(C(C)C)CCC1=CNC2=C(C=C(C=C12)OC)F N-ethyl-N-(2-(7-fluoro-5-methoxy-1H-indol-3-yl)ethyl)propan-2-amine